3-Bromo-6-isopropoxylimidazo[1,2-b]pyridazine BrC1=CN=C2N1N=C(C=C2)OC(C)C